2-(pyridin-2-ylmethoxy)-1,10-phenanthroline N1=C(C=CC=C1)COC1=NC2=C3N=CC=CC3=CC=C2C=C1